Bis(2-oxo-3-oxazolidinyl)hypophosphorous acid chloride O=C1OCCN1P(=O)(N1C(OCC1)=O)Cl